(3R)-2-methyl-3-[(3-nitro-4-quinolyl)amino]pentan-2-ol CC(C)([C@@H](CC)NC1=C(C=NC2=CC=CC=C12)[N+](=O)[O-])O